C1(=CC=CC=C1)C1(C2CCNCC12)C#N 7-phenyl-3-azabicyclo[4.1.0]heptane-7-carbonitrile